phosphorous acid bis(diisopropylamide) C(C)(C)N(P(O)N(C(C)C)C(C)C)C(C)C